C(#N)C=1C(=C2C(=NC1)NC=C2)NC2C[C@@H]1[C@@H](CN(C1)C(=O)NC1=NC(=NS1)OCCOC)C2 (3aR,5S,6aS)-5-((5-cyano-1H-pyrrolo[2,3-b]pyridin-4-yl)amino)-N-(3-(2-methoxyethoxy)-1,2,4-thiadiazol-5-yl)hexahydrocyclopenta[c]pyrrole-2(1H)-carboxamide